OC(=O)C(F)(F)F.N[C@@H](C(=O)O)CC1=CC(=CC=C1)N1C(=CC2=CC=C(C=C12)OC(F)(F)F)C(N)=O (R)-2-amino-3-(3-(2-carbamoyl-6-(trifluoromethoxy)-1H-indol-1-yl)phenyl)propanoic acid TFA salt